O[C@@H](C(=O)N/C=C/C(=O)OCC1=CC=CC=C1)C(CO)(C)C (R,E)-Benzyl 3-(2,4-dihydroxy-3,3-dimethylbutanamido)acrylate